(4-chloro-2-fluorobenzene) methyl-d2-methanesulfonate C([2H])([2H])CS(=O)(=O)O.ClC1=CC(=CC=C1)F